(Z)-2-(2-(phenylthio)phenyl)non-2-enenitrile C1(=CC=CC=C1)SC1=C(C=CC=C1)/C(/C#N)=C/CCCCCC